tert-butyl 5-(5-(5-(difluoromethyl)-1,3,4-oxadiazol-2-yl)thiazol-2-yl)-2,5-diazabicyclo[2.2.1]heptane-2-carboxylate FC(C1=NN=C(O1)C1=CN=C(S1)N1C2CN(C(C1)C2)C(=O)OC(C)(C)C)F